(S)-1-cyclopentyl-N-(2,3-difluoro-4-((3-(2-(piperidin-3-ylamino)pyrimidin-4-yl)pyridin-2-yl)oxy)phenyl)methanesulfonamide C1(CCCC1)CS(=O)(=O)NC1=C(C(=C(C=C1)OC1=NC=CC=C1C1=NC(=NC=C1)N[C@@H]1CNCCC1)F)F